4-(3-methyl-1H-indazol-6-yl)-N-(pyridin-4-ylmethyl)-benzenesulfonamide CC1=NNC2=CC(=CC=C12)C1=CC=C(C=C1)S(=O)(=O)NCC1=CC=NC=C1